FC1=C(C=C2C(=NN(C2=C1)COCC[Si](C)(C)C)C1=CC(=C2CCN(CC2=C1)C)C)C1=C(C=CC=C1C)F 7-(6-fluoro-5-(2-fluoro-6-methylphenyl)-1-((2-(trimethylsilyl)ethoxy)methyl)-1H-indazol-3-yl)-2,5-di-Methyl-1,2,3,4-tetrahydroisoquinoline